FC=1C=C(C=CC1)C1=CC(=NN1C1=NC=CC=C1F)O 5-(3-fluorophenyl)-1-(3-fluoropyridin-2-yl)-1H-pyrazole-3-ol